3-methyl-5-nitro-2-(1H-1,2,3-triazol-1-yl)pyridine CC=1C(=NC=C(C1)[N+](=O)[O-])N1N=NC=C1